C(C)N1CC=2C(=NC=CC2C1=O)N[C@@H](C)C1=NN(C=C1)C1=CC=C(C=C1)F (S)-2-ethyl-4-((1-(1-(4-fluorophenyl)-1H-pyrazol-3-yl)ethyl)amino)-2,3-dihydro-1H-pyrrolo[3,4-c]pyridin-1-one